tyrosyl-histidine N[C@@H](CC1=CC=C(C=C1)O)C(=O)N[C@@H](CC1=CNC=N1)C(=O)O